N=1C=2N(C=C(C1)N)C=NC2 imidazo[1,5-a]pyrimidin-3-amine